FC(C(=O)O)(F)F.O1NCCC1 isoxazolidine 2,2,2-trifluoroacetate salt